(6-(4-cyclopropyl-1H-imidazol-1-yl)-2-azaspiro[3.3]heptan-2-yl)(6-fluoro-5-methylpyridin-3-yl)methanone C1(CC1)C=1N=CN(C1)C1CC2(CN(C2)C(=O)C=2C=NC(=C(C2)C)F)C1